BrC1=C2C=NN(C2=CC2=C1CCCC2)C2OCCCC2 4-bromo-1-(tetrahydro-2H-pyran-2-yl)-5,6,7,8-tetrahydro-1H-benzo[f]indazole